FC(C1=NN=C(O1)C1=CC=C2CN(C(C2=C1)=O)[C@@H]([C@H](C1=NC=CC=C1)O)C1=NC=C(C=C1)F)F |o1:17,18| 6-[5-(difluoromethyl)-1,3,4-oxadiazol-2-yl]-2-[(1R*,2R*)-1-(5-fluoropyridin-2-yl)-2-hydroxy-2-(pyridin-2-yl)ethyl]-2,3-dihydro-1H-isoindol-1-one